2,2-difluoroethyl 3-{[(2E)-3-[imino(oxo)phenyl-λ6-sulfanyl]prop-2-en-1-yl]carbamoyl}-2-oxo-1,2,5,6,7,8-hexahydro-1,6-naphthyridine-6-carboxylate N=S(/C=C/CNC(=O)C=1C(NC=2CCN(CC2C1)C(=O)OCC(F)F)=O)(C1=CC=CC=C1)=O